isopropyl N-[4-[5-[4-acetamido-2-(tert-butylsulfamoyl)phenyl]thiazol-2-yl]phenyl]carbamate C(C)(=O)NC1=CC(=C(C=C1)C1=CN=C(S1)C1=CC=C(C=C1)NC(OC(C)C)=O)S(NC(C)(C)C)(=O)=O